O=C1NC(CCC1NC1=CC=C(C=C1)C1CCN(CC1)C(CN1CCC(CC1)C=1N=C2N(C=C(C(=C2)OC(C)C)NC(=O)C2=NC(=CC=C2)C(F)(F)F)C1)=O)=O N-[2-[1-[2-[4-[4-[(2,6-dioxo-3-piperidyl)amino]phenyl]-1-piperidyl]-2-oxo-ethyl]-4-piperidyl]-7-isopropoxy-imidazo[1,2-a]pyridin-6-yl]-6-(trifluoromethyl)pyridine-2-carboxamide